[Cl-].C(CCCCCCCCCCCCCCCCC)[N+](C(C1=CC=CC=C1)CC)(C)C octadecyl-dimethyl-(ethylbenzyl)ammonium chloride